O.NN Hydrazine-hydrate